Cl.FC1=C(C=CC(=C1)F)C1=CC(=CN1S(=O)(=O)C1=CC(=CC=C1)C=1C=NN(C1)C)CNC 1-(5-(2,4-difluorophenyl)-1-((3-(1-methyl-1H-pyrazol-4-yl)phenyl)sulfonyl)-1H-pyrrol-3-yl)-N-methylmethylamine hydrochloride